C(N)(=O)C1=NN(C2=CC(=CC=C12)C(=O)N=[N+]=[N-])CC(=O)N(C1CC1)CC(=O)NCC1=C(C(=CC=C1)Cl)F 3-carbamoyl-1-(2-((2-((3-chloro-2-fluorophenylmethyl)amino)-2-oxoethyl)(cyclopropyl)amino)-2-oxoethyl)-1H-indazole-6-carbonyl azide